tert-butyl 3-methyl-6-(2-methyl-1,2,3,4-tetrahydropyrazino[1,2-b]indazol-8-yl)-3,4-dihydropyridine-1(2H)-carboxylate CC1CN(C(=CC1)C=1C=CC2=C3N(N=C2C1)CCN(C3)C)C(=O)OC(C)(C)C